Cl.FC1=C(C=CC(=C1)F)C1=CC(=CC(=C1)N1C=NC2=C1C=CC(=C2)C=2C=NN(C2)C)NS(=O)(=O)C2CC2 N-(2',4'-difluoro-5-(5-(1-methyl-1H-pyrazol-4-yl)-1H-benzo[d]imidazol-1-yl)-[1,1'-biphenyl]-3-yl)cyclopropanesulfonamide hydrochloride